N1=CC=C(C=C1)C1=NSC(=N1)C1=CC=NC=C1 3,5-di(pyridin-4-yl)-1,2,4-thiadiazole